Methyl 2-(3-fluoro-4-(6-((3-methoxypyridin-4-yl) methoxy) pyridin-2-yl) benzyl)-1-(2-methoxyethyl)-1H-benzo[d]imidazole-6-carboxylate FC=1C=C(CC2=NC3=C(N2CCOC)C=C(C=C3)C(=O)OC)C=CC1C1=NC(=CC=C1)OCC1=C(C=NC=C1)OC